ClC1=NC2=CC=CC(=C2N=C1Cl)C(F)(F)F 2,3-Dichloro-5-(trifluoromethyl)quinoxaline